p-hydroxybenzenesulfonic acid monohydrate O.OC1=CC=C(C=C1)S(=O)(=O)O